N-(3-diethoxymethoxysilylpropyl)urea C(C)OC(O[SiH2]CCCNC(=O)N)OCC